ClC1=NC=2CN(CCC2C=C1)C(=O)C1=C(OC=2N=CN=C(C21)NC2(CC2)C)C 5-(2-chloro-5,6,7,8-tetrahydro-1,7-naphthyridine-7-carbonyl)-6-methyl-N-(1-methylcyclopropyl)furo[2,3-d]pyrimidin-4-amine